1-(2-chlorophenyl)-3-methyl-1H-indole ClC1=C(C=CC=C1)N1C=C(C2=CC=CC=C12)C